(t-butoxycarbonyl)-L-lysine tert-butyl ester C(C)(C)(C)OC([C@@H](NC(=O)OC(C)(C)C)CCCCN)=O